dodecyl-N,N-dimethyl-benzyl-ammonium bromide [Br-].C(CCCCCCCCCCC)[N+](C)(C)CC1=CC=CC=C1